2-(3,5-difluoro-3'-methoxybiphenyl-4-ylamino)nicotinic acid FC=1C=C(C=C(C1NC1=C(C(=O)O)C=CC=N1)F)C1=CC(=CC=C1)OC